6-methyl-4-(1-(naphthalen-2-yl)ethyl)-2-(1-(oxetan-3-yl)-1H-pyrazol-4-yl)-1-tolyl-1,6-dihydro-7H-pyrrolo[2,3-c]pyridin-7-one CN1C(C2=C(C(=C1)C(C)C1=CC3=CC=CC=C3C=C1)C=C(N2C2=C(C=CC=C2)C)C=2C=NN(C2)C2COC2)=O